6,6,9-trimethyl-3-pentyl-2-(1H-pyrrol-2-yl)-6H-benzo[c]chromen-1-ol CC1(OC=2C=C(C(=C(C2C2=C1C=CC(=C2)C)O)C=2NC=CC2)CCCCC)C